C(C=CCCCCCCCCCCC)(=O)OC TETRADECENOIC ACID, METHYL ESTER